1-[4-[2-(2,4-Difluorophenyl)-2-hydroxy-3-(1,2,4-triazol-1-yl)propoxy]phenyl]-3-(4-methoxyphenyl)prop-2-en FC1=C(C=CC(=C1)F)C(COC1=CC=C(C=C1)CC=CC1=CC=C(C=C1)OC)(CN1N=CN=C1)O